hydroxy-3,5-diisopropylbenzaldehyde OC1=C(C=O)C=C(C=C1C(C)C)C(C)C